NC=1N=C(C2=C(N1)C=NN2CC2=C(C=C(C=C2)CN2[C@H]1CN([C@@H](C2)C1)C)OC)N[C@H](CO)CC1CC1 (2S)-2-({5-amino-1-[(2-methoxy-4-{[(1R,4R)-5-methyl-2,5-diaza-bicyclo[2.2.1]heptan-2-yl]methyl}-phenyl)methyl]-1H-pyrazolo[4,3-d]pyrimidin-7-yl}amino)-3-cyclopropylpropan-1-ol